NC=1C=C(C=CC1)[C@@H]1C2=C(N(C([C@H]1NC(=O)C=1N=C(SC1)C(F)(F)F)=O)CC)N(N=C2)C2=CC=CC=C2 N-((4R,5S)-4-(3-aminophenyl)-7-ethyl-6-oxo-1-phenyl-4,5,6,7-tetrahydro-1H-pyrazolo[3,4-b]pyridin-5-yl)-2-(trifluoromethyl)thiazole-4-carboxamide